FC1=CC(=C(C=C1)C=1C=C(N2C1C=NC=C2C)CC2CN(C2)C(=O)OC(C)(C)C)C(N(C(C)C)C)=O Tert-butyl 3-[(8-{4-fluoro-2-[methyl(isopropyl)carbamoyl]phenyl}-4-methylpyrrolo[1,2-a]pyrazin-6-yl)methyl]azetidine-1-carboxylate